Diethyl ((E)-3-(4-hydroxy-3-methoxyphenyl)acryloyl)-glycyl-L-alanyl-D-glutamate OC1=C(C=C(C=C1)/C=C/C(=O)NCC(=O)N[C@@H](C)C(=O)N[C@H](CCC(=O)OCC)C(=O)OCC)OC